4-methyl-5-(1H-pyrazol-4-yl)isobenzofuran-1(3H)-one CC1=C2COC(C2=CC=C1C=1C=NNC1)=O